Ethyl 1-(4-(naphthalen-2-ylmethoxy) benzyl)-1H-pyrazole-4-carboxylate C1=C(C=CC2=CC=CC=C12)COC1=CC=C(CN2N=CC(=C2)C(=O)OCC)C=C1